(+/-)-N5-((1R,5S,6r)-3-Oxabicyclo[3.1.0]hexan-6-yl)-3-(3-fluorophenyl)-N7-methyl-2,3-dihydrobenzofuran-5,7-dicarboxamide [C@H]12COC[C@@H]2C1NC(=O)C=1C=C(C2=C(C(CO2)C2=CC(=CC=C2)F)C1)C(=O)NC